1-(6-Chloropyridazin-4-yl)-3-(trifluoromethyl)-1,4,5,6-tetrahydro-7H-indazol-7-one ClC1=CC(=CN=N1)N1N=C(C=2CCCC(C12)=O)C(F)(F)F